1-butylpyrazolium C(CCC)[N+]=1NC=CC1